C1(CCCCC1)SC=1C=CC(=C(N)C1)CC 5-(cyclohexylsulfanyl)-2-ethylaniline